1H-pyrazol-5-yl-quinoline-4-carboxamide N1N=CC=C1C1=NC2=CC=CC=C2C(=C1)C(=O)N